BrC=1C(=NC(=NC1OC)N(CC1=CC=C(C=C1)OC)CC1=CC=C(C=C1)OC)Cl 5-bromo-4-chloro-6-methoxy-N,N-bis[(4-methoxyphenyl)methyl]Pyrimidin-2-amine